7-chloro-1-(6-fluoropyridin-3-yl)-3-iodo-1H-indazole ClC=1C=CC=C2C(=NN(C12)C=1C=NC(=CC1)F)I